C(C)(C)C=1C(=NNC1C=1C=C(C=2N(C1)N=CN2)C)C2=CN=C(S2)C2CCN(CC2)C(C)C 5-(4-isopropyl-5-(8-methyl-[1,2,4]triazolo[1,5-a]pyridin-6-yl)-1H-pyrazol-3-yl)-2-(1-isopropylpiperidin-4-yl)thiazole